ClC1=NC=C(C=O)C(=C1)C1CC1 6-chloro-4-cyclopropyl-nicotinaldehyde